6-allyl-N-[2-methyl-4-(4-methylpiperazin-1-yl)phenyl]-6H-pyrido[2,3-c]pyrimido[4,5-e][1,2]thiazin C(C=C)N1SC2=C(C3=C1N=CC=C3)N(CN=C2)C2=C(C=C(C=C2)N2CCN(CC2)C)C